CC1=CC=C(C=C1)N(C(=O)N)S(=O)(=O)NC1=CC=C(C=C1)C N-(4-methylphenyl)-N-[[(4-methylphenyl)amino]sulfonyl]urea